10-bromo-11-fluoro-2-(((2R,7aS)-2-fluorotetrahydro-1H-pyrrolizin-7a(5H)-yl)methoxy)-4-methyl-4,5,6,7-tetrahydro-[1,5]oxazocino[4,3,2-de]quinazoline BrC=1C=C2C=3C(=NC(=NC3C1F)OC[C@]13CCCN3C[C@@H](C1)F)N(CCCO2)C